3-(2-((6-(1-methyl-1H-pyrazol-4-yl)pyrazolo[1,5-a]pyridin-4-yl)oxy)ethyl)morpholine hydrochloride Cl.CN1N=CC(=C1)C=1C=C(C=2N(C1)N=CC2)OCCC2NCCOC2